C(C)(C)N1C=C(C=CC1=O)C=1C=C(C=CC1)C(C(C(=O)NC1=CC=C(C=C1)C=1N(C=NC1)C)NC(OC1CC1)=O)C1=CC=CC=C1 cyclopropyl N-[1-[[3-(1-isopropyl-6-oxo-3-pyridyl)phenyl]-phenyl-methyl]-2-[4-(3-methylimidazol-4-yl)anilino]-2-oxo-ethyl]carbamate